(N-pyrrolidone) ethyl-acrylate C(C)OC(C=C)=O.[N-]1C(CC=C1)=O